tert-butyl (2R,4R)-2-[(4-tert-butylphenyl)-[2-(cyclohexylamino)-1-(4-methyl-1,2,4-triazol-3-yl)-2-oxo-ethyl]carbamoyl]-4-hydroxy-pyrrolidine-1-carboxylate C(C)(C)(C)C1=CC=C(C=C1)N(C(=O)[C@@H]1N(C[C@@H](C1)O)C(=O)OC(C)(C)C)C(C(=O)NC1CCCCC1)C1=NN=CN1C